S1(C=CC=C1)(=O)=O Thiophenedione